N1C=C(C2=CC=CC=C12)CC(=O)O.N1C=C(C2=CC=CC=C12)CC=O indole-3-acetaldehyde (indole-3-acetate)